Cl.COC1=CC=C(C=C1)[C@@H](C)N[C@@H](C#N)C1=C(C=CC=C1)C (2R)-2-{[(1R)-1-(4-methoxyphenyl)ethyl]amino}-2-(2-methylphenyl)acetonitrile hydrochloride